4-(7-methyl-2-((7-methyl-[1,2,4]triazolo[1,5-a]pyridin-6-yl)amino)-8-Oxo-7,8-dihydro-9H-purin-9-yl)tetrahydro-2H-pyran-4-carboxylic acid CN1C(N(C2=NC(=NC=C12)NC=1C(=CC=2N(C1)N=CN2)C)C2(CCOCC2)C(=O)O)=O